C(C)(C)[C@H]1CC[C@H](CC1)NC(C1=CC(=CC(=C1)NC(=O)[C@@H]1CC[C@@H](CC1)C(C)C)NC(=O)[C@@H]1CC[C@@H](CC1)C(C)C)=O N-(cis-4-isopropylcyclohexyl)-3,5-bis-[cis-4-isopropylcyclohexylcarbonyl-amino]-benzamide